C1=CC=C2C(=C1)C(=CN2)CC(C(=O)[O-])[NH3+] The molecule is an amino acid zwitterion obtained by transfer of a proton from the carboxy to the amino group of tryptophan; major species at pH 7.3. It is a tautomer of a tryptophan.